2-(2-methylpyridin-4-yl)-6-(propan-2-yl)-5,6-dihydro-7H-pyrrolo[3,4-d]pyrimidin-7-one CC1=NC=CC(=C1)C=1N=CC2=C(N1)C(N(C2)C(C)C)=O